C(#N)C(CC1CCCC2=C1N=CS2)NC(=O)[C@@H]2[C@H]1C([C@H]1CN2C([C@H](C(C)(C)C)NC(C(F)(F)F)=O)=O)(C)C (1R,2S,5S)-N-(1-cyano-2-(4,5,6,7-tetrahydrobenzo[d]thiazol-4-yl)ethyl)-3-((S)-3,3-dimethyl-2-(2,2,2-trifluoroacetamido)butanoyl)-6,6-dimethyl-3-azabicyclo[3.1.0]hexane-2-carboxamide